FC(C(C(C(C(C(C(C(F)(F)F)(F)F)(F)F)(F)F)(F)F)(F)F)(F)F)(C=1C=C(N)C=C(C1)C(C(C(C(C(C(C(C(F)(F)F)(F)F)(F)F)(F)F)(F)F)(F)F)(F)F)(F)F)F 3,5-bis(perfluorooctyl)aniline